(S)-3-((6'-Chloro-5-(trifluoromethyl)-[2,3'-bipyridin]-4'-yl)amino)butan-1-ol ClC1=CC(=C(C=N1)C1=NC=C(C=C1)C(F)(F)F)N[C@H](CCO)C